(3-(4-(aminomethyl)-4-(pyridin-2-ylmethyl)piperidin-1-yl)-6-(2,3-dichlorophenyl)-5-methylpyrazin-2-yl)methanol NCC1(CCN(CC1)C=1C(=NC(=C(N1)C)C1=C(C(=CC=C1)Cl)Cl)CO)CC1=NC=CC=C1